N(CC(=O)[O-])CC(=O)[O-] Iminodi-acetat